BrC1=C(C=C(C=C1)NC=1C2=C(N=CN1)C=NC(=C2)OC2CN(CC2)C(C=C)=O)Cl 1-(3-((4-((4-bromo-3-chlorophenyl)amino)-pyrido[3,4-d]pyrimidin-6-yl)oxy)pyrrolidin-1-yl)prop-2-en-1-one